ALUMINUM-CERIUM-NICKEL [Ni].[Ce].[Al]